butyl α-cyano-p-methyl-p-methoxy-cinnamate C(#N)C(C(=O)OCCCC)=CC1=CCC(C=C1)(OC)C